BrC=1C=C2CN(C(C2=C(C1)F)=O)CC1=CC=C(C=C1)OC 5-Bromo-7-fluoro-2-(4-methoxybenzyl)isoindolin-1-one